CC1=CC(=NC(=N1)N1CCOCC1)NC1=CC=C(C=C1)NC(CC=1SC=CC1)=O N-(4-((6-methyl-2-morpholinylpyrimidin-4-yl)amino)phenyl)-2-(thiophen-2-yl)acetamide